2-(((1-(3,3,3-trifluoropropyl)azetidin-3-yl)carbamoyl)oxy)propane-1,3-diyl distearate C(CCCCCCCCCCCCCCCCC)(=O)OCC(COC(CCCCCCCCCCCCCCCCC)=O)OC(NC1CN(C1)CCC(F)(F)F)=O